N-(5-((2-methoxy-3-(1-methyl-1H-1,2,4-triazol-3-yl)phenyl)amino)-6-(4H-1,2,4-triazol-3-yl)pyridazin-3-yl)cyclopropanecarboxamide COC1=C(C=CC=C1C1=NN(C=N1)C)NC=1C=C(N=NC1C1=NN=CN1)NC(=O)C1CC1